(3R,6S)-3-[[tert-butyl-(dimethyl)silyl]oxyamino]-4-methyl-1,2,3,6-tetrahydropyridine-6-carboxamide C(C)(C)(C)[Si](ON[C@H]1CN[C@@H](C=C1C)C(=O)N)(C)C